(10-(3,4-dimethyl-phenyl)decyl)triphenylphosphonium METHYL-4-HYDROXYBENZOATE COC(C1=CC=C(C=C1)O)=O.CC=1C=C(C=CC1C)CCCCCCCCCC[P+](C1=CC=CC=C1)(C1=CC=CC=C1)C1=CC=CC=C1